FC=1C=CC(=NC1)NC1=C(C(=O)NOC)C(=CC=N1)NC=1C(=NC(=CC1)C)N(S(=O)(=O)C)C ((5-fluoropyridin-2-yl)-amino)-N-methoxy-4-((6-methyl-2-(N-methyl-methane-sulfonamido)pyridin-3-yl)-amino)nicotinamide